C(CCCCC)[Al]1OCCCC1 hexyl-alumoxane